[Sn]=O Tin-oxide